ClC1C(N(C(C(N1)NNC(=O)C1(CC1)C1CC1)=O)CC1CC1)C N'-[6-chloro-4-(cyclopropylmethyl)-5-methyl-3-oxo-piperazin-2-yl]-1-cyclopropyl-cyclopropanecarbohydrazide